(R)-1-(1-acetylazetidin-3-yl)-N-(5-(5-ethyl-1,2,4-oxadiazol-3-yl)-2,3-dihydro-1H-inden-1-yl)-1H-pyrazole-4-carboxamide C(C)(=O)N1CC(C1)N1N=CC(=C1)C(=O)N[C@@H]1CCC2=CC(=CC=C12)C1=NOC(=N1)CC